C(CCC)C1(CS(C2=C(N(C1)C1=CC=CC=C1)C=C(C(=C2)O/C=C/C(=O)OCC)C2CC2)(=O)=O)CCCC ethyl (E)-3-((3,3-dibutyl-7-cyclopropyl-1,1-dioxido-5-phenyl-2,3,4,5-tetrahydro-1,5-benzothiazepin-8-yl)oxy)acrylate